2-Methyl-2-((trimethylsilyl)peroxy)cycloheptan-1-one CC1(C(CCCCC1)=O)OO[Si](C)(C)C